4-(5-hydroxy-2-isopropoxyphenyl)cyclohexan-1-one OC=1C=CC(=C(C1)C1CCC(CC1)=O)OC(C)C